COC1=C(CC=2C(=NC3=CC(=CN=C3C2N)C=2C=NC(=CC2)CN2CCN(CC2)C)N)C=CC(=C1)OC (2,4-dimethoxybenzyl)-7-(6-((4-methylpiperazin-1-yl)methyl)pyridin-3-yl)-1,5-naphthyridine-2,4-diamine